(3R)-3-[4-(pent-4-en-1-yloxy)phenyl]hex-4-ynoic acid C(CCC=C)OC1=CC=C(C=C1)[C@@H](CC(=O)O)C#CC